C(C)(C)(C)C1CCC2(OCC(O2)CCl)CC1 8-(tert-butyl)-2-(chloromethyl)-1,4-dioxaspiro[4.5]decane